C(C)(C)(C)OC(=O)NCC[C@@H](C(=O)[O-])O.[Li+] Lithium (S)-4-tert-butoxycarbonylamino-2-hydroxybutyrate